OCC1CN(CC12CN(C2)C(=O)C2(CC2)C(F)(F)F)C(=O)OCC=C allyl 8-(hydroxymethyl)-2-(1-(trifluoromethyl)cyclopropane-1-carbonyl)-2,6-diazaspiro[3.4]octane-6-carboxylate